CC1=C(C(=CC=C1)C)\C=C\1/CCC(C1=O)(C1=CC=CC=C1)C (5E)-5-[(2,6-dimethylphenyl)methylene]-2-methyl-2-phenyl-cyclopentanone